ONC1=NC(N([C@]2([C@H](O)[C@H](O)[C@@H](CO)O2)C2=CC=CC=C2C(=O)Cl)C=C1)=O d-N4-hydroxycytidinebenzoyl chloride